8-(1-ethoxyvinyl)-6-fluoro-1-methyl-4-carbonyl-1,4-dihydroquinoline-2-carboxylic acid methyl ester COC(=O)C=1N(C2=C(C=C(C=C2C(C1)=C=O)F)C(=C)OCC)C